(3S)-11-(5-chloro-2,4-difluorophenyl)-3-(2-(diethylamino)ethoxy)-8-((3S,5R)-3,5-dimethylpiperazin-1-yl)-10-(trifluoromethyl)-3,4-dihydro-2H,6H-[1,4]thiazepino[2,3,4-ij]quinazolin-6-one ClC=1C(=CC(=C(C1)C1=C(C=C2C(=NC(N3C2=C1SC[C@H](C3)OCCN(CC)CC)=O)N3C[C@@H](N[C@@H](C3)C)C)C(F)(F)F)F)F